methyl 2-[3,5-dichloro-4-[6-[2-chloro-4-(3-methoxy-3-oxo-propyl)phenoxy]-3,4-dihydroxyhexoxy]anilino]benzoate ClC=1C=C(NC2=C(C(=O)OC)C=CC=C2)C=C(C1OCCC(C(CCOC1=C(C=C(C=C1)CCC(=O)OC)Cl)O)O)Cl